5-cyclopentyl-bicyclo[2.2.1]hept-2-ene C1(CCCC1)C1C2C=CC(C1)C2